C(C)(C)(C)OC(=O)N1C[C@@H](CC1)NC1CC1 (R)-3-(cyclopropylamino)pyrrolidine-1-carboxylic acid tert-butyl ester